C1(=CC=CC=C1)C1=C(C(=NN=N1)C1=CC=CC=2OC3=C(C21)C=CC=C3)C3=C(C=CC=C3)C3=CC=CC=2C1=CC=CC=C1NC32 (Phenyl)(carbazolylphenyl)(dibenzofuranyl)triazine